(S)-7-bromo-6-methoxy-2,10-dimethyl-9,10-dihydro-8-oxa-2,4,10a-triazanaphtho[2,1,8-cde]Azulene-1(2H)-one BrC1=C(C=C2N=CC=3N(C(N4[C@H](COC1=C2C34)C)=O)C)OC